CN(C=1C=C(C=NC1)C1=NC(=CC=C1)C(=O)NC=1C(=NN(C1)C)C1=NC=CC=C1)C 5'-(dimethylamino)-N-(1-methyl-3-(pyridin-2-yl)-1H-pyrazol-4-yl)-[2,3'-bipyridine]-6-carboxamide